C(C)(C)(C)OC(NCCOC)=O (2-methoxyethyl)Carbamic acid tert-butyl ester